2-(3-Cyanophenyl)-3-(2,6-dimethyl-4-pyridyl)-N-(2-hydroxy-2-methyl-propyl)pyrazolo[1,5-a]pyrimidine-5-carboxamide C(#N)C=1C=C(C=CC1)C1=NN2C(N=C(C=C2)C(=O)NCC(C)(C)O)=C1C1=CC(=NC(=C1)C)C